4-(3,5-dimethoxyphenylethynyl)-5-trifluoromethylpyrimidine COC=1C=C(C=C(C1)OC)C#CC1=NC=NC=C1C(F)(F)F